C1(=CC=CC=C1)C=1C2C(SC1NC1=CC3=C(S1)C=CC=C3)C=CC=C2 N-(3-phenyl-3a,7a-dihydrobenzo[b]thiophen-2-yl)benzo[b]thiophen-2-amine